ClC=1C(=C(CN2[C@@H](C[C@@](CC2)(C(=O)O)CC2=NC(=CC(=C2F)C(CO)(CO)F)NC2=NNC(=C2)C)C)C=CC1)F (2R,4R)-1-(3-chloro-2-fluorobenzyl)-4-((3-fluoro-4-(2-fluoro-1,3-dihydroxypropan-2-yl)-6-((5-methyl-1H-pyrazol-3-yl)amino)pyridin-2-yl)methyl)-2-methylpiperidine-4-carboxylic acid